C1(CCCCC1)[C@@H]1N(CC2=C(NC1=O)C=CC=C2)C(CO)=O (S)-3-cyclohexyl-4-(2-hydroxyacetyl)-1,3,4,5-tetrahydro-2H-benzo[e][1,4]diazepin-2-one